1,3-dibromo-1,3-dichloro-1,3-disilacyclobutane Br[Si]1(C[Si](C1)(Cl)Br)Cl